1-(2-(1-(6-amino-5-cyanopyrimidin-4-yl)piperidin-3-yl)thiazol-4-yl)-3-(2,4-difluoro-6-(pyrrolidin-1-yl)phenyl)urea NC1=C(C(=NC=N1)N1CC(CCC1)C=1SC=C(N1)NC(=O)NC1=C(C=C(C=C1N1CCCC1)F)F)C#N